COC1=NC=CC(=C1S(=O)(=O)NC1=NOC2=C1C[C@]1(C3=CC=C(C=C32)N3C(OCC3)=O)[C@@H](C1)C)OC 2,4-dimethoxy-N-((1S,2R)-2-methyl-8'-(2-oxooxazolidin-3-yl)-4'H-spiro[cyclopropane-1,5'-naphtho[2,1-d]isoxazol]-3'-yl)pyridine-3-sulfonamide